Racemic-tert-butyl (3R,5S)-3,5-dimethyl-4-(2-((4-(3-methyl-2,6-dioxopiperidin-3-yl)pyridin-2-yl)amino)-2-oxoethyl)piperazine-1-carboxylate C[C@@H]1CN(C[C@@H](N1CC(=O)NC1=NC=CC(=C1)[C@@]1(C(NC(CC1)=O)=O)C)C)C(=O)OC(C)(C)C |&1:17|